FC(C)(F)C=1C=C(C=CC1)C=1C=C2C(=NC1)C(=NN2)F 6-[3-(1,1-Difluoroethyl)phenyl]-3-fluoro-pyrazolo[4,3-b]pyridin